C(C1=CC=CC=C1)N1CCC(CC1)(N)C1=CC=C(C=C1)Br 1-benzyl-4-(4-bromophenyl)piperidin-4-amine